COC(C1=C(C=C(C(=C1)OC1=C(C=C(C=C1)OCCCN1C(OCC1)=O)F)C#N)C)=O.C(#N)C1=CC(=C(C(=O)OC)C=C1OC1=C(C=C(C=C1)OCCCN1C(OCC1)=O)F)C Methyl 4-cyano-5-[2-fluoro-4-[3-(2-oxooxazolidin-3-yl)propoxy]phenoxy]-2-methyl-benzoate Methyl-4-cyano-5-[2-fluoro-4-[3-(2-oxooxazolidin-3-yl)propoxy]phenoxy]-2-methyl-benzoate